(R)-3-(2-hydroxy-3-(4-methylpiperazin-1-ylsulfonyl)phenylamino)-4-((5-methylfuran-2-yl)(3-methyloxetan-3-yl)methylamino)cyclobut-3-ene-1,2-dione OC1=C(C=CC=C1S(=O)(=O)N1CCN(CC1)C)NC=1C(C(C1N(CC1(COC1)C)C=1OC(=CC1)C)=O)=O